6-amino-2-(11-(phosphono-methyl)-1,4,8,11-tetraaza-bicyclo-[6.6.2]hexadecan-4-yl)-hexanoic acid NCCCCC(C(=O)O)N1CCN2CCCN(CCN(CCC1)CC2)CP(=O)(O)O